3-(4-(2-(N-(2-benzoxazolyl)-N-methylamino)ethoxy)phenyl)-2(S)-(2,2,2-trifluoroethoxy)propionic acid O1C(=NC2=C1C=CC=C2)N(C)CCOC2=CC=C(C=C2)C[C@@H](C(=O)O)OCC(F)(F)F